(2R,3S,5R)-5-(6-Amino-2-fluoro-9H-purin-9-yl)-2-ethynyl-2-((((S)-(((S)-1-isopropoxy-1-oxopropan-2-yl)amino)(phenoxy)phosphoryl)oxy) methyl)tetrahydrofuran-3-yl stearate C(CCCCCCCCCCCCCCCCC)(=O)O[C@@H]1[C@](O[C@H](C1)N1C2=NC(=NC(=C2N=C1)N)F)(CO[P@](=O)(OC1=CC=CC=C1)N[C@H](C(=O)OC(C)C)C)C#C